CC1=CC=CC(=N1)NC(=O)C1=C(C(=O)O)C=C(C=C1)C(C)C 2-[(6-methylpyridin-2-yl)carbamoyl]-5-(propan-2-yl)benzoic acid